5-(2-((2-cyclopropyl-2,2-difluoroethyl)amino)-7H-pyrrolo[2,3-d]pyrimidin-5-yl)-N-(3,3-difluorocyclobutyl)pyrazolo[1,5-a]pyridine-3-carboxamide C1(CC1)C(CNC=1N=CC2=C(N1)NC=C2C2=CC=1N(C=C2)N=CC1C(=O)NC1CC(C1)(F)F)(F)F